fluoro-magnesium F[Mg]